6-chloronicotinimidamide hydrochloride Cl.ClC1=NC=C(C(N)=N)C=C1